2'-ethyl-4-(1-(5-fluoropyridyl)pyrrolidin-3-yl)biphenyl-3-carbaldehyde C(C)C1=C(C=CC=C1)C1=CC(=C(C=C1)C1CN(CC1)C1=NC=C(C=C1)F)C=O